(E)-pent-2-enal C(\C=C\CC)=O